2-(4-acetyl-1,4-diazahept-1-yl)-N-(1-cyanopyrrolidin-3-yl)isonicotinamide C(C)(=O)N(CCNC=1C=C(C(=O)NC2CN(CC2)C#N)C=CN1)CCC